5-(1-Cyclopropyl-5,6-difluoro-1H-benzo[d]imidazol-2-yl)pyrimidin-4-carbonitril C1(CC1)N1C(=NC2=C1C=C(C(=C2)F)F)C=2C(=NC=NC2)C#N